4-(4-propenoylpiperazin-1-yl)-7-(3-amino-4,5-difluorophenyl)-6-chloro-1-(2-isopropyl-4-methylpyridin-3-yl)-2-oxo-1,2-dihydro-1,8-naphthyridine-3-carbonitrile C(C=C)(=O)N1CCN(CC1)C1=C(C(N(C2=NC(=C(C=C12)Cl)C1=CC(=C(C(=C1)F)F)N)C=1C(=NC=CC1C)C(C)C)=O)C#N